N-(5-((3R,5S)-5-acrylamido-1-(2,2,2-trifluoroethyl)piperidine-3-carboxamido)pyridin-2-yl)-6-bromopicolinamide C(C=C)(=O)N[C@H]1C[C@H](CN(C1)CC(F)(F)F)C(=O)NC=1C=CC(=NC1)NC(C1=NC(=CC=C1)Br)=O